C1(CC1)C=1N=CN(C1)C1CC2(CN(C2)C(=O)N2CC(C2)N2N=CC(=C2)OCC(F)(F)F)C1 [6-(4-cyclopropylimidazol-1-yl)-2-azaspiro[3.3]heptan-2-yl]-[3-[4-(2,2,2-trifluoroethoxy)pyrazol-1-yl]azetidin-1-yl]methanone